tetrahydro-N,N-dimethyl-2,2-diphenyl-3-furanmethanamine edisylate S(=O)(=O)(O)CCS(=O)(=O)O.CN(CC1C(OCC1)(C1=CC=CC=C1)C1=CC=CC=C1)C